C(C)(=O)ON=C(C(=O)C1=CC=C(C=C1)SC1=CC=C(C=C1)OCCO)C 1-[4-(4-hydroxyethyloxy-phenylthio)phenyl]-1,2-propanedione-2-(O-acetyl oxime)